N-tert-butyl-2,3-dichloro-4-methoxy-6-pyrazol-1-yl-benzamide C(C)(C)(C)NC(C1=C(C(=C(C=C1N1N=CC=C1)OC)Cl)Cl)=O